2,3,5,6-tetrakis(3,6-bis(4-formylphenyl)-9H-carbazole-9-yl)terephthalonitrile C(=O)C1=CC=C(C=C1)C=1C=CC=2N(C3=CC=C(C=C3C2C1)C1=CC=C(C=C1)C=O)C1=C(C#N)C(=C(C(=C1N1C2=CC=C(C=C2C=2C=C(C=CC12)C1=CC=C(C=C1)C=O)C1=CC=C(C=C1)C=O)C#N)N1C2=CC=C(C=C2C=2C=C(C=CC12)C1=CC=C(C=C1)C=O)C1=CC=C(C=C1)C=O)N1C2=CC=C(C=C2C=2C=C(C=CC12)C1=CC=C(C=C1)C=O)C1=CC=C(C=C1)C=O